(3S)-3-{[(R)-2-methylpropane-2-sulfinyl]amino}-1,3-dihydrospiro[indene-2,4'-piperidin] CC(C)(C)[S@@](=O)N[C@@H]1C2=CC=CC=C2CC12CCNCC2